C1(CCC1)N1CCC(=CC1)C=1C=CC=2N(C(C=C(N2)C2=CC(=C(C=C2)OC)OC)=O)C1 7-(1-Cyclobutyl-1,2,3,6-tetrahydropyridin-4-yl)-2-(3,4-dimethoxyphenyl)-4H-pyrido[1,2-a]pyrimidin-4-one